C(C)(=O)OS(=O)(=O)C1=CC=C(C=C1)O 4-hydroxybenzenesulfonic acid compound with acetic anhydride